1-(7-(4-((4-([1,2,4]triazolo[1,5-a]pyridin-7-yloxy)-3-chloro-2-fluorophenyl)amino)pyrido[3,2-d]pyrimidin-6-yl)-4,7-diazaspiro[2.5]octan-4-yl)but-2-yn-1-one N=1C=NN2C1C=C(C=C2)OC2=C(C(=C(C=C2)NC=2C1=C(N=CN2)C=CC(=N1)N1CCN(C2(CC2)C1)C(C#CC)=O)F)Cl